FC(C=1C2=CN(N=C2C(=C(C1)C1=CC=C(CCN(C(OC(C)(C)C)=O)C)C=C1)C)C(C(NC=1SC=CN1)=O)C1=C2N(C=N1)C[C@@H](C2)F)F tert-butyl (4-(4-(difluoromethyl)-2-(1-((R)-6-fluoro-6,7-dihydro-5H-pyrrolo[1,2-c]imidazol-1-yl)-2-oxo-2-(thiazol-2-ylamino)ethyl)-7-methyl-2H-indazol-6-yl)phenethyl)(methyl)carbamate